4-(4-((4-(bromomethyl)-2,6-difluorophenyl)thio)piperidin-1-yl)-3-fluorobenzonitrile BrCC1=CC(=C(C(=C1)F)SC1CCN(CC1)C1=C(C=C(C#N)C=C1)F)F